(1R,4R,5R)-5-((5-cyclopropyl-3-(2,6-dichlorophenyl)isoxazol-4-yl)methoxy)-2-azabicyclo[2.2.1]heptane-2-carboxylic acid benzyl ester C(C1=CC=CC=C1)OC(=O)N1[C@H]2C[C@H]([C@@H](C1)C2)OCC=2C(=NOC2C2CC2)C2=C(C=CC=C2Cl)Cl